N1C=CC=2C=CC(C(C12)=O)=O indole-6,7-dione